N[C@@H]1CN(CC[C@H]1OC1=NC(=NC(=C1)C1=C(C=CC=C1C)C)NS(=O)(=O)C=1C=C(C(=O)O)C=CC1)C(=O)OC(C)(C)C 3-[[4-[[(3R,4R)-3-Amino-1-tert-butoxycarbonyl-4-piperidyl]oxy]-6-(2,6-dimethylphenyl)pyrimidin-2-yl]sulfamoyl]benzoic acid